2-methyl-1-ethyl-pyrrolidine CC1N(CCC1)CC